NC1=CC=C(C=C1)C12CC3(CC(CC(C1)(C3)C3=CC=C(C=C3)N)(C2)C2=CC=C(C=C2)N)C2=CC=C(C=C2)N 1,3,5,7-tetrakis(4-aminophenyl)-adamantane